2-(2,6-Dioxopiperidin-3-yl)-5-((2-(4-(6-(6-((R)-2-(3-fluorophenyl)pyrrolidin-1-yl)imidazo[1,2-b]pyridazin-3-yl)pyridin-2-yl)piperazin-1-yl)-2-oxoethyl)amino)isoindoline-1,3-dione O=C1NC(CCC1N1C(C2=CC=C(C=C2C1=O)NCC(=O)N1CCN(CC1)C1=NC(=CC=C1)C1=CN=C2N1N=C(C=C2)N2[C@H](CCC2)C2=CC(=CC=C2)F)=O)=O